4-{[3-(1-benzyl-1H-benzo[d][1,2,3]triazol-5-yl)-5-(4-trifluoromethylphenyl)-1H-pyrazol-1-yl]methyl}-N-hydroxybenzamide C(C1=CC=CC=C1)N1N=NC2=C1C=CC(=C2)C2=NN(C(=C2)C2=CC=C(C=C2)C(F)(F)F)CC2=CC=C(C(=O)NO)C=C2